The molecule is the 5-oxo monocarboxylic acid anion resulting from the removal of the proton from the carboxylic acid group of 2-hydroxy-6-oxo-6-phenylhexa-2,4-dienoic acid. It is a conjugate base of a 2-hydroxy-6-oxo-6-phenylhexa-2,4-dienoic acid. It is a tautomer of a 2,6-dioxo-6-phenylhexa-3-enoate(1-). C1=CC=C(C=C1)/C(=C\\C=C\\C(=O)C(=O)O)/[O-]